S(=O)(=O)(O)O.C(C)(C)OC(CN)=O glycine 1-isopropyl ester sulfate